4-(2-acryloyl-2,6-diazaspiro[3.4]octan-6-yl)-6-(5-methyl-1H-indazol-4-yl)-2-((6-methylpyridin-2-yl)methoxy)pyrimidine-5-carbonitrile C(C=C)(=O)N1CC2(C1)CN(CC2)C2=NC(=NC(=C2C#N)C2=C1C=NNC1=CC=C2C)OCC2=NC(=CC=C2)C